ClC1=C(C(=CC=C1)F)CC(=O)NC1=CC(=C(C=C1)COC1=CC=C(C=C1)F)S(N)(=O)=O 2-(2-chloro-6-fluorophenyl)-N-(4-((4-fluorophenoxy)methyl)-3-sulfamoylphenyl)acetamide